Tert-butyl (3S)-3-[[5-(trifluoromethyl)-4-[6-[2-(2-trimethylsilylethoxymethyl)pyrazol-3-yl]-1H-indol-3-yl]pyrimidin-2-yl]amino]piperidine-1-carboxylate FC(C=1C(=NC(=NC1)N[C@@H]1CN(CCC1)C(=O)OC(C)(C)C)C1=CNC2=CC(=CC=C12)C=1N(N=CC1)COCC[Si](C)(C)C)(F)F